N-((8-(6-(tert-butyl)-5-fluoropyridin-3-yl)-7-cyano-6-oxo-3,4-dihydro-2H,6H-pyrimido[2,1-b][1,3]thiazin-3-yl)methyl)acetamide C(C)(C)(C)C1=C(C=C(C=N1)C=1N=C2SCC(CN2C(C1C#N)=O)CNC(C)=O)F